FC(C1=CC=C(C=C1)C1=NC2=CC=CC=C2C(=N1)NC1CN(C1)C(C=C)=O)(F)F 1-(3-((2-(4-(trifluoromethyl)phenyl)quinazolin-4-yl)amino)azetidin-1-yl)prop-2-en-1-one